ClC1=C(N)C=C(C=C1B1OC(C(O1)(C)C)(C)C)F 2-chloro-5-fluoro-3-(4,4,5,5-tetramethyl-1,3,2-dioxaborolan-2-yl)aniline